(S)-7-(sec-butoxy)-N-(1-cyclopropyl-2-oxo-1,2-dihydropyridin-3-yl)-2-(1-methyl-2-oxabicyclo[2.1.1]hexan-4-yl)imidazo[1,2-a]pyrimidine-6-carboxamide [C@H](C)(CC)OC1=NC=2N(C=C1C(=O)NC=1C(N(C=CC1)C1CC1)=O)C=C(N2)C21COC(C2)(C1)C